CC1(C(C2=CC=CC(=C2C=C1)C)C(=O)O)C(=O)O 2,5-dimethylnaphthalenedicarboxylic acid